ClC=1C=C(C=C2C=C(N=CC12)NC(=O)C1C(C1)C#N)C=1C=NC=CC1CC N-(8-chloro-6-(4-ethylpyridin-3-yl)isoquinolin-3-yl)-2-cyanocyclopropane-1-carboxamide